C(=C)C=1C=CC=2N(C1)C=C(N2)CN2C(C1=CN=CC(=C1C=C2)N2CC(C2)C2=CC=NC=C2)=O 2-({6-ethenylimidazo[1,2-a]pyridin-2-yl}methyl)-5-[3-(pyridin-4-yl)azetidin-1-yl]-1,2-dihydro-2,7-naphthyridin-1-one